(2S)-2-[4-chloro-5-fluoro-2-(4-ethoxy-4,5-dihydroisoxazol-3-yl)phenoxy]propionic acid tert-butyl ester C(C)(C)(C)OC([C@H](C)OC1=C(C=C(C(=C1)F)Cl)C1=NOCC1OCC)=O